2-(2,6-dichlorobenzamido)-3-(4-(4-((4,5-dihydrothiazol-2-yl)amino)butoxy)phenyl)propanoic acid ClC1=C(C(=O)NC(C(=O)O)CC2=CC=C(C=C2)OCCCCNC=2SCCN2)C(=CC=C1)Cl